N-{5-[3-(4,4-difluorocyclohexyl)-1,2,4-oxadiazol-5-yl]-4,5,6,7-tetrahydro[1,3]thiazolo[5,4-c]pyridin-2-yl}-N'-[(2-oxo-1,2-dihydropyridin-3-yl)methyl]urea FC1(CCC(CC1)C1=NOC(=N1)N1CC2=C(CC1)N=C(S2)NC(=O)NCC=2C(NC=CC2)=O)F